Cl.NCC=1C=CC(=NC1)N(C)C1=CC=C(C=C1)F 5-(aminomethyl)-N-(4-fluorophenyl)-N-methylpyridin-2-amine hydrochloride